(1-((1-(4-bromophenyl)azetidin-3-yl)methyl)piperidin-4-yl)methanol BrC1=CC=C(C=C1)N1CC(C1)CN1CCC(CC1)CO